3,14-Dioxa-4,13-dioxo-5,12-diazahexadecane O=C(OCC)NCCCCCCNC(OCC)=O